OC/C=C/C(C(=O)O)C 5-hydroxy-2-methyl-trans-3-pentenoic acid